(R)-6,6-dimethyl-N-(((S)-3-methyl-1,2,3,5,6,7-hexahydro-s-indacen-4-yl)carbamoyl)-6,7-dihydro-5H-pyrazolo[5,1-b][1,3]oxazine-3-sulfonimidamide CC1(CN2C(OC1)=C(C=N2)[S@](=O)(NC(NC2=C1[C@H](CCC1=CC=1CCCC21)C)=O)=N)C